N1C=C(C2=CC=CC=C12)C1=NC(=NC=C1C(F)(F)F)N[C@H]1CC(CN(C1)C(=O)OCC1=CC=CC=C1)(C)C Benzyl (5S)-5-[[4-(1H-indol-3-yl)-5-(trifluoromethyl) pyrimidin-2-yl]amino]-3,3-dimethyl-piperidine-1-carboxylate